8-(4-chloro-6-methoxybenzo[d]thiazol-2-yl)-N,6-dimethylbenzo[e][1,2,4]triazin-3-amine ClC1=CC(=CC2=C1N=C(S2)C2=CC(=CC=1N=C(N=NC12)NC)C)OC